3-(4-((4-((4-(methylsulfonyl)piperidin-1-yl)methyl)benzyl)oxy)-1-oxoisoindolin-2-yl)piperidine-2,6-dione CS(=O)(=O)C1CCN(CC1)CC1=CC=C(COC2=C3CN(C(C3=CC=C2)=O)C2C(NC(CC2)=O)=O)C=C1